The molecule is a hopanoid that is bacteriohopane carrying four hydroxy substituents at positions 32, 33, 34 and 35. It has a role as a lipoxygenase inhibitor, a bacterial metabolite and an antimicrobial agent. It is a hopanoid and a tetrol. C[C@H](CC[C@H]([C@H]([C@H](CO)O)O)O)[C@H]1CC[C@]2([C@H]1CC[C@@]3([C@@H]2CC[C@H]4[C@]3(CC[C@@H]5[C@@]4(CCCC5(C)C)C)C)C)C